dioctyl adipate C(CCCCC(=O)OCCCCCCCC)(=O)OCCCCCCCC